(E)-1-(4-amino-1,2,5-oxadiazol-3-yl)-N'-(3-chlorobenzylidene)-1H-1,2,3-triazole-4-carbohydrazide NC=1C(=NON1)N1N=NC(=C1)C(=O)N/N=C/C1=CC(=CC=C1)Cl